2,4-dichloropyrrolo[2,3-D]pyrimidine ClC1=NC(=C2C(N1)=NC=C2)Cl